tert-butyl 3-(6-(4-fluorophenyl)-4-(1-methyl-1H-pyrazol-3-yl)pyridazin-3-yl)-3-hydroxypyrrolidine-1-carboxylate FC1=CC=C(C=C1)C1=CC(=C(N=N1)C1(CN(CC1)C(=O)OC(C)(C)C)O)C1=NN(C=C1)C